tert-butyl N-[(1S,5R)-3-azabicyclo[3.1.0]hexan-6-yl]carbamate [C@H]12CNC[C@@H]2C1NC(OC(C)(C)C)=O